(S)-2-(1-(5-cyclopropylpyrimidin-2-yl)-5-methyl-1,2,3,6-tetrahydropyridin-4-yl)-N-(2-((6-oxo-5-(trifluoroMethyl)-1,6-dihydropyridazin-4-yl)amino)propoxy)acetamide C1(CC1)C=1C=NC(=NC1)N1CCC(=C(C1)C)CC(=O)NOC[C@H](C)NC=1C=NNC(C1C(F)(F)F)=O